5-(propan-2-yl)-N-[(1r,3s)-3-{[2-(trifluoromethyl)quinolin-4-yl]amino}cyclohexyl]-1H-pyrazole-3-carboxamide CC(C)C1=CC(=NN1)C(=O)N[C@H]1C[C@H](CCC1)NC1=CC(=NC2=CC=CC=C12)C(F)(F)F